CN1N=C(C(=C1)C1=C(C=CC=C1F)C=1N=C2N(C=CC(=C2)C(=O)OC)C1)C methyl 2-(2-(1,3-dimethyl-1H-pyrazol-4-yl)-3-fluorophenyl)imidazo[1,2-a]pyridine-7-carboxylate